BrC=1C=C(C=C2C(=NNC12)N)C1=CC(=NC=C1)NC1COC1 7-bromo-5-(2-(oxetan-3-ylamino)pyridin-4-yl)-1H-indazol-3-amine